N-((7R)-2-cyano-2-azabicyclo[2.2.1]heptan-7-yl)-5-(4-phenoxypyridin-3-yl)thiazole-2-carboxamide C(#N)N1C2CCC(C1)[C@H]2NC(=O)C=2SC(=CN2)C=2C=NC=CC2OC2=CC=CC=C2